6-(7,8-dimethyl-[1,2,4]triazolo[4,3-b]pyridazin-6-yl)-N-(2-fluoro-3-pyridyl)-7,8-dihydro-5H-1,6-naphthyridin-3-amine CC1=C(C=2N(N=C1N1CC=3C=C(C=NC3CC1)NC=1C(=NC=CC1)F)C=NN2)C